ClC=1C=C(OC2=CC(=C(C=C2)NC(OCC=2C(=C3C(N(CC3=CC2)C2C(NC(CC2)=O)=O)=O)OC)=O)C)C=CC1F [2-(2,6-dioxopiperidin-3-yl)-4-methoxy-3-oxo-2,3-dihydro-1H-isoindol-5-yl]methyl N-[4-(3-chloro-4-fluorophenoxy)-2-methylphenyl]carbamate